COC=1C=C2C(=C3C(=NC2=CC1OCCCN1CCCC1)CCCCC3)NCCOC 2-methoxy-N-(2-methoxyethyl)-3-[3-(pyrrolidin-1-yl)propoxy]-6H,7H,8H,9H,10H-cyclohepta[b]quinolin-11-amine